ClC1=C(C=CC(=C1)Cl)C=1C=2N(C(=NC1C)N1CCC3(CCC[C@H]3N)CC1)C=CN2 (R)-8-(8-(2,4-dichlorophenyl)-7-methylimidazo[1,2-c]pyrimidin-5-yl)-8-azaspiro[4.5]decan-1-amine